S1C=NC2=C1C=CC(=C2)C(C)N2CCN(CC2)C2=NC=C(C=N2)[S@@](=NC(C(F)(F)F)=O)(=O)C N-((S)-(2-(4-(1-(benzo[d]thiazol-5-yl)ethyl)piperazin-1-yl)pyrimidin-5-yl)(methyl)(oxo)-λ6-sulfanylidene)-2,2,2-trifluoroacetamide